4-((2-(3-((4-(dimethylphosphoryl)-2-methoxyphenyl)amino)prop-1-yn-1-yl)-3-((trifluoromethyl)thio)pyrazolo[1,5-a]pyridin-7-yl)amino)-1-methylpiperidin-2-one CP(=O)(C)C1=CC(=C(C=C1)NCC#CC1=NN2C(C=CC=C2NC2CC(N(CC2)C)=O)=C1SC(F)(F)F)OC